(R)-5-(2-(dimethylamino)ethoxy)-N-(1-(2-fluoro-3,5-bis(1-methyl-1H-pyrazol-4-yl)phenyl)ethyl)-2-methylbenzamide CN(CCOC=1C=CC(=C(C(=O)N[C@H](C)C2=C(C(=CC(=C2)C=2C=NN(C2)C)C=2C=NN(C2)C)F)C1)C)C